((7-chloro-2-((3,5-dichlorophenyl)amino)quinazolin-4-yl)oxy)methyl pivalate C(C(C)(C)C)(=O)OCOC1=NC(=NC2=CC(=CC=C12)Cl)NC1=CC(=CC(=C1)Cl)Cl